Bis(tert-butylimino)bis(diethylamino)tungsten C(C)(C)(C)N=[W](N(CC)CC)(N(CC)CC)=NC(C)(C)C